ClC=1C(=C(C(=CC1)N1N=NN=C1)C=1C=CC(=[N+](C1)[O-])[C@H](C[C@H]1C(C1)C)N1N=CC(=C1)C1=NC=NN1C(F)F)F |o1:19,21| 5-(3-Chloro-2-fluoro-6-(1H-tetrazol-1-yl)phenyl)-2-((1S*)-1-(4-(1-(difluoromethyl)-1H-1,2,4-triazol-5-yl)-1H-pyrazol-1-yl)-2-((1S*)-2-methylcyclopropyl)ethyl)pyridine 1-oxide